BrC=1C=C2C=C(NC2=CC1)C(C)NCCCN N1-(1-(5-bromo-1H-indol-2-yl)ethyl)propane-1,3-diamine